7-chloro-4-(8-fluoro-3-quinolyl)-8-methoxy-2,2-dimethyl-1,3-benzothiazine ClC1=C(C2=C(C(=NC(S2)(C)C)C=2C=NC3=C(C=CC=C3C2)F)C=C1)OC